2-(2,6-Diisopropylphenyl)-5-(3,5-dimethylphenyl)imidazo[1,5-a]pyridin-2-ium chloride [Cl-].C(C)(C)C1=C(C(=CC=C1)C(C)C)[N+]1=CN2C(C=CC=C2C2=CC(=CC(=C2)C)C)=C1